t-Butyl 3-benzyl-1,5-dimethyl-3,8-diazabicyclo[3.2.1]oct-6-ene-8-carboxylate C(C1=CC=CC=C1)N1CC2(C=CC(C1)(N2C(=O)OC(C)(C)C)C)C